1-(2-Fluorophenyl)-2,5-dimethyl-N-(quinolin-2-yl)-1H-imidazole-4-carboxamide FC1=C(C=CC=C1)N1C(=NC(=C1C)C(=O)NC1=NC2=CC=CC=C2C=C1)C